1-(3-(tert-butyl)-1-phenyl-1H-pyrazol-5-yl)-3-(2-(methylthio)-4-(pyrido[2,3-b]pyrazin-8-yloxy)phenyl)urea C(C)(C)(C)C1=NN(C(=C1)NC(=O)NC1=C(C=C(C=C1)OC1=CC=NC2=NC=CN=C21)SC)C2=CC=CC=C2